C(C)(C)(C)OC(N(C(C)C)CCOC1=NC=C(C=C1NS(=O)(=O)C)Br)=O N-[2-[(5-bromo-3-methanesulfonamidopyridin-2-yl)oxy]ethyl]-N-(propan-2-yl)carbamic acid tert-butyl ester